amino-5'-benzoyl-5-chloro-2-oxo-6'-phenylspiro[indoline-3,4'-pyran]-3'-carbonitrile NC=1OC(=C(C2(C1C#N)C(NC1=CC=C(C=C12)Cl)=O)C(C1=CC=CC=C1)=O)C1=CC=CC=C1